C(C)(=O)C1=C(C2=C(N=C(N=C2)NC2=NC=CC=C2)N(C1=O)C1CCC(CC1)C(=O)O)C 4-[6-Acetyl-5-methyl-7-oxo-2-(pyridin-2-ylamino)-7H-pyrido[2,3-d]pyrimidin-8-yl]-cyclohexanecarboxylic acid